NC=1SC2=C(N1)C(=CC=C2F)C2=C(C=C1C(=NC(=NC1=C2F)N2CC(C2)N(C)C)N2CCN(CC2)C(C=C)=O)Cl 1-(4-(7-(2-amino-7-fluorobenzo[d]thiazol-4-yl)-6-chloro-2-(3-(dimethylamino)azetidin-1-yl)-8-fluoroquinazolin-4-yl)piperazin-1-yl)prop-2-en-1-one